4-((2S,4S)-4-(cyclopropylmethoxy)piperidin-2-yl)benzoic acid methyl ester COC(C1=CC=C(C=C1)[C@H]1NCC[C@@H](C1)OCC1CC1)=O